1-(4-chloro-3-(trifluoromethyl)phenyl)-3-(4-((5-(cyanomethoxy)-2,3-dihydro-[1,4]dioxino[2,3-f]quinolin-10-yl)oxy)phenyl)urea ClC1=C(C=C(C=C1)NC(=O)NC1=CC=C(C=C1)OC1=CC=NC2=CC(=C3C(=C12)OCCO3)OCC#N)C(F)(F)F